3-[3-methyl-1-oxo-5-(piperazin-1-yl)-2,3-dihydro-1H-isoindol-2-yl]piperidine-2,6-dione Natrium bisulfit S([O-])(O)=O.[Na+].CC1N(C(C2=CC=C(C=C12)N1CCNCC1)=O)C1C(NC(CC1)=O)=O